IC1=C(C=CC=C1[N+](=O)[O-])CC(=O)N(C)OC 2-(2-iodo-3-nitrophenyl)-N-methoxy-N-methylacetamide